N1(CCOCC1)CCOC=1C=CC(=NC1)C1=NC=CC2=C1N=C(N=C2N)NC2=CC=C(C=C2)N2CCOCC2 8-(5-(2-morpholinylethoxy)pyridin-2-yl)-N2-(4-morpholinylphenyl)pyrido[3,4-d]pyrimidine-2,4-diamine